C(CCC)OC1=C(OC(=O)NC=2C=C3C(=CNC3=CC2)C=2CC3CCCCN3CC2)C=CC=C1 5-(2-butoxyphenoxy)carbonylamino-3-(1,4,5,6,7,8,9-heptahydroquinolizin-2-yl)-1H-indole